2-ethoxy-benzimidazole C(C)OC=1NC2=C(N1)C=CC=C2